3-(3,4-dihydroxybutyl)-5-(4-fluorophenyl)-8-methoxy-2,3-dimethyl-7-(trifluoromethyl)-2,3,4,5-tetrahydrobenzo[f][1,2,5]thiadiazepine 1,1-dioxide OC(CCC1(N(S(C2=C(N(C1)C1=CC=C(C=C1)F)C=C(C(=C2)OC)C(F)(F)F)(=O)=O)C)C)CO